C(C1=CC=CC=C1)N1N=C2C(N(CCC2=C1Cl)[C@@H]1C(N(C2=C(OC1)C=C(C=C2)C#CCOC(C)(C)C)C)=O)=O (S)-3-(2-benzyl-3-chloro-7-oxo-2,4,5,7-tetrahydro-6H-pyrazolo[3,4-c]pyridin-6-yl)-8-(3-(tert-butoxy)prop-1-yn-1-yl)-5-methyl-2,3-dihydrobenzo[b][1,4]oxazepin-4(5H)-one